C(#N)C1=C2C[C@H](CNC2=CC=C1)[C@@H](C1=CC=CC=C1)NCCC1=CC(=C(C=C1)[C@@H](C(=O)O)C)OC |o1:28| (S or R)-2-(4-(2-(((S)-((R)-5-cyano-1,2,3,4-tetrahydroquinolin-3-yl)(phenyl)methyl)amino)ethyl)-2-methoxyphenyl)propanoic acid